ClC1=CC=C(C=C1)C=1N=NN(C1)CC(=O)NC1=C(C=C(C=C1)[N+](=O)[O-])F 2-(4-(4-chlorophenyl)-1H-1,2,3-triazol-1-yl)-N-(2-fluoro-4-nitrophenyl)acetamide